[Si](C)(C)(C(C)(C)C)OCC=1C=C(OCC=2C=C(C(=O)OC)C=CC2F)C=CC1 methyl 3-((3-(((tert-butyldimethylsilyl) oxy) methyl) phenoxy) methyl)-4-fluorobenzoate